FC=1C(=NC(=NC1)N[C@@H]1C[C@@H](CCC1)C(=O)O)C1=CC(=CC=C1)C=1C(NC=CC1)=O (1R,3S)-3-((5-fluoro-4-(3-(2-oxo-1,2-dihydropyridin-3-yl)phenyl)pyrimidin-2-yl)amino)cyclohexane-1-carboxylic acid